C(CCCCC)C(CCCCCCCCC)(O)O hexyldecanediol